C(C)(C)(C)OC(=O)N1C[C@H]2N(C3=C(OC2)C(=C(C=C3)C(=O)O)CO)CC1 (R)-3-(tert-butoxycarbonyl)-7-(hydroxymethyl)-1,2,3,4,4a,5-hexahydrobenzo[b]pyrazino[1,2-d][1,4]oxazine-8-carboxylic acid